N1(CCC1)C(CCC(=O)N[C@@H]1CN(C[C@@H](C1)C(F)(F)F)C1=C2C=CC=NC2=C(C=C1)C#N)=O 4-azetidin-1-yl-N-[(3S,5R)-1-(8-cyano-quinolin-5-yl)-5-trifluoromethyl-piperidin-3-yl]-4-oxo-butyramide